C(C)C(CC)(CC)N1C(N(C=C1)C(CC)(CC)CC)=[Ag-2]Cl 1,3-bis(3-ethylpentan-3-yl)-1H-imidazol-2-ylidenesilver(I) chloride